C12C(C3CC(CC(C1)C3)C2)=C(C=2C=CC(=C(C2)O)\C=C\C2=NC=CC=C2)OC 5-(((1r,3r,5r,7s)-adamantan-2-ylidene)(methoxy)methyl)-2-((E)-2-(pyridin-2-yl)vinyl)phenol